2-(3-methyl-2,6-dioxo-3-piperidyl)isoindoline-1,3-dione CC1(C(NC(CC1)=O)=O)N1C(C2=CC=CC=C2C1=O)=O